OC1(C(N(CC1)C)=O)C=1C=NN(C1)C1=NC(=CC=C1)[Sn](CCCC)(CCCC)CCCC 3-hydroxy-1-methyl-3-(1-(6-(tributylstannyl)pyridin-2-yl)-1H-pyrazol-4-yl)pyrrolidin-2-one